(rac)-ethyl 2-[4-chloro-5-(1-hydroxyethyl)-6-oxo-pyridazin-1-yl]acetate ClC=1C=NN(C(C1[C@@H](C)O)=O)CC(=O)OCC |r|